CN(C1CCC2(CCN(CC2)S(=O)(=O)CC(F)(F)F)CC1)C=1C2=C(N=CN1)NC=C2 Methyl-(7H-pyrrolo[2,3-d]pyrimidin-4-yl)-[3-(2,2,2-trifluoroethanesulfonyl)-3-aza-spiro[5.5]undec-9-yl]-amine